C(C1=CC=CC=C1)OC(=O)N1CC(=CC1)C1=CC=C(C=C1)Cl 3-(4-chlorophenyl)-2,5-dihydropyrrole-1-carboxylic acid benzyl ester